2,2-dimethyltetrahydrofurano[2,3-d][1,3]-dioxan-6-ol CC1(OCC2C(O1)OC(C2)O)C